[Li].C(C(=O)N)(=O)N oxalyl-diamine, lithium salt